C(C1=CC=CC=C1)N1C[C@H](N(C[C@@H]1CN1C(OC[C@H]1C(F)F)=O)C(=O)OC(C)(C)C)C tert-butyl (2R,5R)-4-benzyl-5-(((S)-4-(difluoromethyl)-2-oxooxazolidin-3-yl) methyl)-2-methylpiperazine-1-carboxylate